2-(((2S,4s,6S)-6-((6-fluorobenzo[d]thiazol-2-yl)amino)spiro[3.3]heptan-2-yl)oxy)nicotinamide FC1=CC2=C(N=C(S2)NC2CC3(CC(C3)OC3=C(C(=O)N)C=CC=N3)C2)C=C1